4-(2,2-difluoroethyl)-N-((1S)-2-(6-fluoro-2,3-dimeth-ylphenyl)-1-(5-oxo-4,5-di-hydro-1,3,4-oxadiazol-2-yl)-propyl)piperazine-1-sulfonamide FC(CN1CCN(CC1)S(=O)(=O)N[C@@H](C(C)C1=C(C(=CC=C1F)C)C)C=1OC(NN1)=O)F